BrC1=CC=C(C=C1)C[C@H](C(=O)O)NC(=O)OC(C)(C)C (2R)-3-(4-bromophenyl)-2-[[(tert-butoxy)carbonyl]amino]propanoic acid